cycloheptyl-(cycloheptane) C1(CCCCCC1)C1CCCCCC1